2-((3-(2-(dimethylamino)ethyl)-1H-indole-1-carbonyl)oxy)propane-1,3-diyl dipalmitate C(CCCCCCCCCCCCCCC)(=O)OCC(COC(CCCCCCCCCCCCCCC)=O)OC(=O)N1C=C(C2=CC=CC=C12)CCN(C)C